(S)-2-(sec-Butyl)-3-(2,2,2-trifluoroethyl)benzo[4,5]imidazo[1,2-a]pyrimidin-4(10H)-one [C@H](C)(CC)C=1N=C2N(C(C1CC(F)(F)F)=O)C1=C(N2)C=CC=C1